4-[[3-(3-fluorophenyl)-5-methyl-4H-isoxazole-5-carbonyl]amino]tetrahydrofuran-2-carboxylic acid FC=1C=C(C=CC1)C1=NOC(C1)(C(=O)NC1CC(OC1)C(=O)O)C